FC=1C(=C(C=CC1F)C(=O)N1CC(C1)(O)CNCCCN1C=NC=C1)NC1=C(C=C(C=C1)I)F 1-({3,4-difluoro-2-[(2-fluoro-4-iodophenyl)amino]phenyl}carbonyl)-3-({[3-(1H-imidazol-1-yl)propyl]amino}methyl)azetidin-3-ol